4-methyl-N-(8-quinolyl)benzamide methyl-4-((2-(4-(((5-(trifluoromethyl)-1H-indol-2-yl)methyl)amino)butoxy)ethyl)amino)-1H-indazole-6-carboxylate COC(=O)C1=CC(=C2C=NNC2=C1)NCCOCCCCNCC=1NC2=CC=C(C=C2C1)C(F)(F)F.CC1=CC=C(C(=O)NC=2C=CC=C3C=CC=NC23)C=C1